tert-butyl N-[1-(2-hydroxyethyl)-4-piperidyl]carbamate OCCN1CCC(CC1)NC(OC(C)(C)C)=O